3,5,6,7-tetrahydro-2H-indeno[5,6-b]Furan-4-amine O1C2=C(CC1)C(=C1CCCC1=C2)N